5-(4-((4-((5-(Trifluoromethyl)pyridin-2-yl)amino)piperidin-1-yl)sulfonyl)phenyl)benzo[d]-oxazol-2-amine FC(C=1C=CC(=NC1)NC1CCN(CC1)S(=O)(=O)C1=CC=C(C=C1)C=1C=CC2=C(N=C(O2)N)C1)(F)F